1-(5-amino-3-oxa-pentyl)-2,3-dicyclohexylguanidine NCCOCCNC(=NC1CCCCC1)NC1CCCCC1